ClC1=C(C=2N=C(N=C(C2C=N1)N1CC(CCC1)(O)C)OCC1(CC1)CN1CCCC1)F 1-(7-chloro-8-fluoro-2-((1-(pyrrolidin-1-ylmethyl)cyclopropyl)methoxy)pyrido[4,3-d]pyrimidin-4-yl)-3-methylpiperidin-3-ol